C1(CC1)C=1C=NC=2N(C1)C=C(N2)[C@@H]2N(C[C@H](C2)O)C2=CC(=NC=N2)NC(=O)[C@@H]2[C@H](C2)C2=NC=CC(=N2)C |&1:27,28| rac-(1S*,2S*)-N-(6-((2R,4S)-2-(6-cyclopropylimidazo[1,2-a]pyrimidin-2-yl)-4-hydroxypyrrolidin-1-yl)pyrimidin-4-yl)-2-(4-methylpyrimidin-2-yl)cyclopropane-1-carboxamide